COC(C[C@@H]1CCNCCO1)=O (S)-2-(1,4-Oxazepan-7-yl)acetic acid methyl ester